sodium amino alcohol NO.[Na]